(E)-1-(4-formylphenyl)urea C(=O)C1=CC=C(C=C1)NC(=O)N